O=C1N(CCC(N1)=O)C1=C2C=CC(=CC2=CC=C1)C1CCN(CC1)C(=O)OC(C)(C)C tert-butyl {4-[5-(2,4-dioxo-1,3-diazinan-1-yl) naphthalen-2-yl]piperidin-1-yl}formate